3-[(4-fluorophenoxy)methyl]-4-methyl-2-[2-methyl-5-(pyrimidin-2-yl)-1,3-thiazole-4-carbonyl]-2-azabicyclo[3.1.1]heptane FC1=CC=C(OCC2N(C3CC(C2C)C3)C(=O)C=3N=C(SC3C3=NC=CC=N3)C)C=C1